FC=1C(=NC(=NC1)NC1=CC(=CC=C1)N1CCN(CC1)C)C=1C=NN(C1)C(C)C fluoro-N-(3-(4-methylpiperazin-1-yl)phenyl)-4-(1-isopropyl-1H-pyrazol-4-yl)pyrimidin-2-amine